2-(1-acryloylpiperidin-3-yl)-4-(4-(trifluoromethyl)phenyl)phthalazin-1(2H)-one C(C=C)(=O)N1CC(CCC1)N1C(C2=CC=CC=C2C(=N1)C1=CC=C(C=C1)C(F)(F)F)=O